ClC=1C=C(N)C=CC1SC(Cl)(Cl)Cl 3-chloro-4-(trichloromethylthio)aniline